C(C)OC(C1=C(C=CC=C1)NC(C)C1=CC(=NC2=C1C(N(C=1N2N=CC1)CC)=O)C)=O 2-((1-(4-Ethyl-8-methyl-5-oxo-4,5-dihydropyrazolo[1,5-a]pyrido[3,2-e]pyrimidin-6-yl)ethyl)amino)benzoic acid ethyl ester